Cbz-L-proline C(=O)(OCC1=CC=CC=C1)N1[C@@H](CCC1)C(=O)O